ON1C=[N+](C=C1)O 1,3-dihydroxyimidazolium